3-(4-cyano-2-methoxy-phenoxy)-N-[3-(3-hydroxyazetidine-1-carbonyl)phenyl]-5-methyl-6-(trifluoromethyl)pyridazine-4-carboxamide C(#N)C1=CC(=C(OC=2N=NC(=C(C2C(=O)NC2=CC(=CC=C2)C(=O)N2CC(C2)O)C)C(F)(F)F)C=C1)OC